(S)-N-(4-cyclobutyl-1-methyl-3-(2-(trifluoromethyl)thiazol-5-yl)-1H-pyrazol-5-yl)-2-(2,2,3,3-tetrafluorocyclobutyl)acetamide C1(CCC1)C=1C(=NN(C1NC(C[C@@H]1C(C(C1)(F)F)(F)F)=O)C)C1=CN=C(S1)C(F)(F)F